COC1=CC=C(C=C1)N(C1=CC=2OC3=C(C2C=2C=CC=CC12)C1=CC=CC=C1C(=C3)N(C3=CC=C(C=C3)[N+](=O)[O-])C3=CC=C(C=C3)OC)C3=CC=C(C=C3)[N+](=O)[O-] N5,N9-bis(4-methoxyphenyl)-N5,N9-bis(4-nitrophenyl)dinaphtho[2,1-b:1',2'-d]Furan-5,9-diamine